C(C1=CC=CC=C1)OC(=O)N1C(CC2(CC(C2(Cl)Cl)=O)CC1)C1=CC=C(C=C1)C(=O)OC 1,1-dichloro-6-(4-(methoxycarbonyl)phenyl)-2-oxo-7-azaspiro[3.5]nonane-7-carboxylic acid benzyl ester